FC=1C(=NC=CC1C#CC)[C@@H](CCOC)N1C[C@@H](N([C@@H](C1)C)C(C(C)C)=O)C(=O)NCC1=CC=C(C=C1)C1=NC=CC=N1 (2R,6R)-4-((R)-1-(3-fluoro-4-(prop-1-yn-1-yl)pyridin-2-yl)-3-methoxypropyl)-1-isobutyryl-6-methyl-N-(4-(pyrimidin-2-yl)benzyl)piperazine-2-carboxamide